C(#N)C=1SC2=C(C1NC(C)C1=NC=NN1C1=CC=C(C=N1)C#N)C=C(C=C2C(F)(F)F)C(F)(F)F 6-[5-[1-[[2-cyano-5,7-bis(trifluoromethyl)benzothien-3-yl]amino]ethyl]-1,2,4-triazol-1-yl]pyridine-3-carbonitrile